COC=1C=C(C=CC1OC1=CC=CC=C1)C1=CN(C=2N=CN=C(C21)N)C2CCN(CC2)C2CCN(CC2)C 5-(3-methoxy-4-phenoxyphenyl)-7-(1'-methyl-[1,4'-bipiperidin]-4-yl)-7H-pyrrolo[2,3-d]pyrimidin-4-amine